ClC1=C(C(=O)NC2=NC=NN2CC)C=CC(=C1C(=O)N(C)OC)S(=O)(=O)C 2-Chloro-N1-(1-ethyl-1H-1,2,4-triazol-5-yl)-N3-methoxy-N3-methyl-4-(methylsulfonyl)isophthalamide